N-(cis-1-(cyclohexylcarbonyl)-2-(((1-(pyrimidin-2-yl)piperidin-4-yl)oxy)methyl)piperidin-3-yl)methanesulfonamide C1(CCCCC1)C(=O)N1[C@H]([C@H](CCC1)NS(=O)(=O)C)COC1CCN(CC1)C1=NC=CC=N1